CERIUM-OXIDE [O-2].[Ce+3].[O-2].[O-2].[Ce+3]